(R)-(1-methylazetidin-2-yl)methanol CN1[C@H](CC1)CO